COC(C(O)C)=O.C(C)OCCC(=O)OCC ethyl 3-ethoxypropionate methyl-lactate